ClC1=C(COC[C@@H]2[C@H](C(C(O2)OC)=O)OCC2=C(C=C(C=C2)Cl)Cl)C=CC(=C1)Cl (4R,5R)-5-(2,4-Dichlorobenzyloxymethyl)-4-(2,4-dichloro-benzyloxy)-2-methoxy-dihydrofuran-3-one